ClC1=CC=C(C=C1)C1=CN(C=2N=CN=C(C21)N)[C@@H](CC)C=2N=NN(C2)C2=C(C=CC=C2)F 5-(4-chlorophenyl)-7-{(1S)-1-[1-(2-fluorophenyl)-1H-1,2,3-triazol-4-yl]propyl}-7H-pyrrolo[2,3-d]pyrimidin-4-amine